Lepidine N1=CC=C(C)C2=CC=CC=C12